ethyl 6-chloro-3-{3-[(6-fluoronaphthalen-1-yl)oxy]propyl}-7-(4,4,5,5-tetramethyl-1,3,2-dioxaborolan-2-yl)-1H-indole-2-carboxylate ClC1=CC=C2C(=C(NC2=C1B1OC(C(O1)(C)C)(C)C)C(=O)OCC)CCCOC1=CC=CC2=CC(=CC=C12)F